O[C@@H]1C[C@H](N(C1)C([C@H](C(C)C)N1N=NC(=C1)C1CCC1)=O)C(=O)NC |&1:7| (2S,4R)-4-hydroxy-N-methyl-1-[rac-(2S)-2-(4-cyclobutyltriazol-1-yl)-3-methyl-butanoyl]pyrrolidine-2-carboxamide